N[C@@H]1CN(CC1)C1=C(C=NC=C1C1=CC(=CC(=C1)C)C)C(=O)NC1=CC(=CC(=C1)C)C 4-[(3S)-3-aminopyrrolidin-1-yl]-N,5-bis(3,5-dimethylphenyl)pyridine-3-carboxamide